C(C=C)(=O)N1CCN(CC1)C1=C(C(N(C2=NC(=C(C=C12)Cl)C1=C(C(=C(C(=C1F)F)F)F)N)C=1C(=NC=CC1C)C(C)C)=O)C#N (P)-4-(4-acryloylpiperazin-1-yl)-7-(2-amino-3,4,5,6-tetrafluorophenyl)-6-chloro-1-(2-isopropyl-4-methylpyridin-3-yl)-2-oxo-1,2-dihydro-1,8-naphthyridine-3-carbonitrile